2-[[4-(4-pyridinyl)piperazin-1-yl]methyl]-1H-pyrrole N1=CC=C(C=C1)N1CCN(CC1)CC=1NC=CC1